5-[[2-fluoro-6-[2-(trideuteriomethoxy)-4-(trifluoromethoxy)phenoxy]-4-(trifluoromethyl)benzoyl]amino]pyridine-2-carboxamide FC1=C(C(=O)NC=2C=CC(=NC2)C(=O)N)C(=CC(=C1)C(F)(F)F)OC1=C(C=C(C=C1)OC(F)(F)F)OC([2H])([2H])[2H]